Octadecyl-Phosphonic acid C(CCCCCCCCCCCCCCCCC)P(O)(O)=O